(2-Chloro-3-fluorophenyl)(3-fluorooxetan-3-yl)methanol ClC1=C(C=CC=C1F)C(O)C1(COC1)F